(E)-N-((2-chlorothiazol-5-yl)methylene)-2-methylpropan-2-sulfinamide ClC=1SC(=CN1)\C=N\S(=O)C(C)(C)C